FC=1C=NC(=NC1)NC=1C=NC(=CC1)[C@@H](CO)C 5-fluoro-2-({6-[(2S)-1-hydroxypropan-2-yl]pyridin-3-yl}amino)pyrimidin